rac-(1S*,2S*)-N-(4-hydroxy-5-(methoxymethyl)pyrimidin-2-yl)-2-(4-methylpyrimidin-2-yl)cyclopropane-1-carboxamide OC1=NC(=NC=C1COC)NC(=O)[C@@H]1[C@H](C1)C1=NC=CC(=N1)C |r|